3-chloro-N-(4-((1-methylpiperidin-4-yl)oxy)benzyl)-1H-pyrrolo[2,3-b]pyridin-5-amine ClC1=CNC2=NC=C(C=C21)NCC2=CC=C(C=C2)OC2CCN(CC2)C